(E)-cycloocta-2-en-1-yl (2,5-dioxopyrrolidin-1-yl) carbonate C(OC1\C=C\CCCCC1)(ON1C(CCC1=O)=O)=O